8-fluoro-N-(propan-2-yl)-1-[trans-4-(pyridin-2-yloxy)cyclohexyl]-5,6-dihydro-4H-[1,2,4]triazolo[4,3-a][1]benzazepin-5-amine FC=1C=CC2=C(CC(CC=3N2C(=NN3)[C@@H]3CC[C@H](CC3)OC3=NC=CC=C3)NC(C)C)C1